C1(CC1)C=1C=C2C(=CC1)C(N(C[C@]21[C@H](C1)F)CC(=O)OC)=O methyl 2-[(2's,4r)-6-cyclopropyl-2'-fluoro-1-oxo-spiro[3H-isoquinoline-4,1'-cyclopropane]-2-yl]acetate